tris-(2,2,6,6-tetramethyl piperidyl)-nitrilotriacetate CC1(N(C(CCC1)(C)C)C(C(=O)[O-])N(C(C(=O)[O-])N1C(CCCC1(C)C)(C)C)C(C(=O)[O-])N1C(CCCC1(C)C)(C)C)C